benzyl (S)-6-(6-{[(benzyloxy)carbonyl]amino}-2-[(tert-butoxycarbonyl) amino]hexanamido)hexanoate C(C1=CC=CC=C1)OC(=O)NCCCC[C@@H](C(=O)NCCCCCC(=O)OCC1=CC=CC=C1)NC(=O)OC(C)(C)C